3-((4-methylpyridin-2-yl)methylene)-6-(3-(4-fluorobenzoyl)benzylidene)piperazine-2,5-dione CC1=CC(=NC=C1)C=C1C(NC(C(N1)=O)=CC1=CC(=CC=C1)C(C1=CC=C(C=C1)F)=O)=O